N-((2S,3R)-4-(4-(benzylthio)phenylamino)-3-hydroxy-1-phenylbutan-2-yl)-4-fluorobenzamide C(C1=CC=CC=C1)SC1=CC=C(C=C1)NC[C@H]([C@H](CC1=CC=CC=C1)NC(C1=CC=C(C=C1)F)=O)O